N6-(2-amino-2-methylpropyl)-1,3-dimethyl-N4-[3-(trifluoromethyl)phenyl]-1H-pyrazolo[3,4-d]pyrimidine-4,6-diamine NC(CNC1=NC(=C2C(=N1)N(N=C2C)C)NC2=CC(=CC=C2)C(F)(F)F)(C)C